3-(2-((2-aminoethyl)amino)-2-oxoacetyl)-N-(3,4-difluorophenyl)-2-methyl-5,6,7,8-tetrahydroindolizine-1-carboxamide NCCNC(C(=O)C1=C(C(=C2CCCCN12)C(=O)NC1=CC(=C(C=C1)F)F)C)=O